CC=1NC(=C(N1)C)C 2,4,5-Trimethylimidazole